methyl 5-(methylamino)-6-(3-methylimidazo[4,5-c]pyridin-7-yl)-3-[(1-tetrahydropyran-4-ylpyrazol-4-yl)amino]pyrazine-2-carboxylate CNC=1N=C(C(=NC1C=1C2=C(C=NC1)N(C=N2)C)C(=O)OC)NC=2C=NN(C2)C2CCOCC2